(2,2-dimethyl-5-((2-nitro-1H-imidazol-1-yl)methyl)-1,3-dioxan-5-yl)methyl-4-methylbenzene α-L-iduronate O[C@H]1[C@H](O)[C@@H](O)[C@H](O)[C@@H](O1)C(=O)O.CC1(OCC(CO1)(CN1C(=NC=C1)[N+](=O)[O-])CC1=CC=C(C=C1)C)C